ClCCN1C(N(C(N(C1=O)CCCl)=O)CCCl)=O 1,3,5-tris(2-chloroethyl)-1,3,5-triazine-2,4,6(1H,3H,5H)-trione